2,3-dimethoxycarbonyl-pyridine ((3aS,4S,6aR)-2,2-dimethyltetrahydrofuro[3,4-d][1,3]dioxol-4-yl)methylmethanesulfonate CC1(O[C@@H]2[C@H](O1)CO[C@H]2CCS(=O)(=O)O)C.COC(=O)C2=NC=CC=C2C(=O)OC